FC=1C=C2C(=CNC2=CC1)C(C(=O)NCC=C)=O 2-(5-Fluoro-1H-indol-3-yl)-2-oxo-N-(prop-2-en-1-yl)acetamide